FC(C=1C=NC(=NC1)NC1CN(CC1)CC1CCNCC1)(F)F 4-((3-((5-(trifluoromethyl)pyrimidin-2-yl)amino)pyrrolidin-1-yl)methyl)piperidine